N-(6-(2-(4-acryloylpiperazin-1-yl)phenyl)-4-methoxybenzo[d]isoxazol-3-yl)-2,6-dimethoxybenzenesulfonamide C(C=C)(=O)N1CCN(CC1)C1=C(C=CC=C1)C1=CC2=C(C(=NO2)NS(=O)(=O)C2=C(C=CC=C2OC)OC)C(=C1)OC